(E)-4-(chloromethyl)-2-(2,4-dichlorophenyl-vinyl)oxazole ClCC=1N=C(OC1)\C=C\C1=C(C=C(C=C1)Cl)Cl